3-ethynyl-N-methyl-azetidine-1-carboxamide C(#C)C1CN(C1)C(=O)NC